N-(3,4-dimethoxyphenyl)-2-((3-(trifluoromethyl)phenyl)sulfonamido)benzamide COC=1C=C(C=CC1OC)NC(C1=C(C=CC=C1)NS(=O)(=O)C1=CC(=CC=C1)C(F)(F)F)=O